ClC=1C=CC(=NC1)S(=O)(=O)C(F)(F)F 5-chloro-2-(trifluorometh-ylsulfonyl)pyridine